CNC1=C(C=C(N=N1)C=1C(NC(NC1)=O)=O)N1N=CC=C1 5-(6-(methylamino)-5-(1H-pyrazol-1-yl)pyridazin-3-yl)pyrimidine-2,4(1H,3H)-dione